3-bromobenzaldehyde O-(2-(1H-indol-1-yl)acetyl) oxime N1(C=CC2=CC=CC=C12)CC(=O)ON=CC1=CC(=CC=C1)Br